tert-butyl N-[[4-(6-hydroxy-2-azaspiro[3.3]heptan-2-yl)-1-[4-(trifluoromethoxy)phenyl]pyrazolo[3,4-b]pyridin-3-yl]methyl]carbamate OC1CC2(CN(C2)C2=C3C(=NC=C2)N(N=C3CNC(OC(C)(C)C)=O)C3=CC=C(C=C3)OC(F)(F)F)C1